C(#N)[C@H](CC1=CC=C(C=C1)C1=CC=CC2=C1N(C(O2)=O)CCN(C)C)NC(=O)[C@H]2OCCCNC2 (2S)-N-[(1S)-1-Cyano-2-(4-{3-[2-(dimethylamino)ethyl]-2-oxo-2,3-dihydro-1,3-benzoxazolyl}phenyl)ethyl]-1,4-oxazepane-2-carboxamide